2-amino-8-(phenylcarbamoyl)-3H-1-benzazepine NC1=NC2=C(C=CC1)C=CC(=C2)C(NC2=CC=CC=C2)=O